C(C)(C)(C)OOC1(CC(CC(C1)C)(C)C)OOC(C)(C)C 1,1-di-(tertbutylperoxy)-3,3,5-trimethylcyclohexane